C(C)(C)(C)OC(=O)N1C[C@@H]2C([C@@H]2C1)(C#N)N1C(=CC2=CC(=CC=C12)[C@@H]1CC(OCC1)(C)C)C(=O)O 1-[(1R,5S,6S)-3-[(tert-butoxy)carbonyl]-6-cyano-3-azabicyclo[3.1.0]hexan-6-yl]-5-[(4S)-2,2-dimethyloxan-4-yl]-1H-indole-2-carboxylic acid